C(CCCCCCC)C1C(C1)CCCCCCCC(CCCCCCCCC)C1CCN(CC1)CCSSCCN1CCC(CC1)C(CCCCCCCC1C(C1)CCCCCCCC)CCCCCCCCC 1,2-bis(2-(4-(1-(2-octylcyclopropyl)heptadecan-8-yl)piperidin-1-yl)ethyl)disulfane